FC1=CC=C(C=C1)N1C(N(C=C(C1=O)C(=O)OCC)CCC)=O ethyl 3-(4-fluorophenyl)-1-propyl-2,4-dioxo-1,2,3,4-tetrahydropyrimidin-5-formate